(tert-butoxycarbonyl)((4-(dimethyliminio)pyridin-1(4H)-yl)sulfonyl)amide C(C)(C)(C)OC(=O)[N-]S(=O)(=O)N1C=CC(C=C1)=[N+](C)C